COC(=O)NC(NC1=CC(=NN1)C(=O)OCC)=O ethyl 5-(3-(methoxycarbonyl) ureido)-1H-pyrazole-3-carboxylate